Cl.NC/C(/CN1N=CN(C1=O)CC1=CC=C(S1)C#CN1C2=C(OCC1=O)N=CC=C2)=C\F [2-[5-[[1-[(E)-2-(aminomethyl)-3-fluoro-allyl]-5-oxo-1,2,4-triazol-4-yl]methyl]-2-thienyl]ethynyl]-1H-pyrido[2,3-b][1,4]oxazin-2-one hydrochloride